C(C)(C)(C)OC(C(C1=C(C=CC=C1)C1OCCC(C1)(C)C)Br)=O 2-bromo-2-(2-(4,4-dimethyltetrahydro-2H-pyran-2-yl)phenyl)acetic acid tert-butyl ester